C(C)C1C(CCCC1)C=1C=C(C(=O)OC)C=C(C1)F methyl 3-(2-ethylcyclohexyl)-5-fluorobenzoate